3-methyl-N-(3-morpholinoquinolin-8-yl)pyridine-2-sulfonamide CC=1C(=NC=CC1)S(=O)(=O)NC=1C=CC=C2C=C(C=NC12)N1CCOCC1